4-(4-(2-(4-(4-(2,6-dioxopiperidin-3-yl)phenyl)-[1,4'-bipiperidin]-1'-yl)ethyl)-piperidin-1-yl)-2-((S)-1-(3-ethoxy-4-methoxyphenyl)-2-(methylsulfonyl)ethyl)isoindoline-1,3-dione O=C1NC(CCC1C1=CC=C(C=C1)C1CCN(CC1)C1CCN(CC1)CCC1CCN(CC1)C1=C2C(N(C(C2=CC=C1)=O)[C@H](CS(=O)(=O)C)C1=CC(=C(C=C1)OC)OCC)=O)=O